1-(3,4-difluoro-5-(3-(pyrrolidin-1-yl)quinoxaline-6-carbonyl)phenyl)-3-(3-fluorophenyl)urea FC=1C=C(C=C(C1F)C(=O)C=1C=C2N=C(C=NC2=CC1)N1CCCC1)NC(=O)NC1=CC(=CC=C1)F